tert-butyl 4-(4-((2-(2,6-dioxopiperidin-3-yl)-1,3-dioxoisoindolin-4-yl)amino)butyl)piperazine-1-carboxylate O=C1NC(CCC1N1C(C2=CC=CC(=C2C1=O)NCCCCN1CCN(CC1)C(=O)OC(C)(C)C)=O)=O